C(C)(C)(C)OC([C@H](C)OC1=C(C=C(C(=C1)F)Br)C1=NOCC1OCCCC)=O tert-Butyl-(2S)-2-[4-bromo-5-fluoro-2-(4-butoxy-4,5-dihydroisoxazol-3-yl)phenoxy]propanoat